5-(hydroxymethyl)-4-iodo-1-methyl-1H-pyrazol-3-ol OCC1=C(C(=NN1C)O)I